BrC1=C2C3=C(NC2=C(C=C1Cl)N(C(OC(C)(C)C)=O)C)N=CC(=C3)I tert-butyl (5-bromo-6-chloro-3-iodo-9H-pyrido[2,3-b]indol-8-yl)(methyl)carbamate